C(CCCCCCCCCCCCC)(=O)N(CCC(=O)O)C.[Na] sodium myristoylmethyl-β-alanine